N-ethyl-4-[(2-phenyl-imidazo[1,2-a]pyrazin-3-yl)amino]benzamide C(C)NC(C1=CC=C(C=C1)NC1=C(N=C2N1C=CN=C2)C2=CC=CC=C2)=O